FS(=O)(=O)[NH2+]S(=O)(=O)F bisfluorosulfonyl-ammonium